Trioctanoyl-methyl-ammonium chloride [Cl-].C(CCCCCCC)(=O)[N+](C)(C(CCCCCCC)=O)C(CCCCCCC)=O